FC1=CC(=C(C=C1)C=1C(=C(C(=NC1C)C)C(=O)NC1=CC(=C(C=C1)OC1=CC=NC2=CC(=CN=C12)C(=C)C)F)O)C 5-(4-Fluoro-2-methylphenyl)-N-[3-fluoro-4-[(7-prop-1-en-2-yl-1,5-naphthyridin-4-yl)oxy]phenyl]-4-hydroxy-2,6-dimethylpyridine-3-carboxamide